(2s,4s)-2-methyl-4-(1-methyl-7-methylsulfanyl-2-oxo-4H-pyrimido[4,5-d]pyrimidin-3-yl)-3,4-dihydro-2H-quinoline-1-carboxylic acid tert-butyl ester C(C)(C)(C)OC(=O)N1[C@H](C[C@@H](C2=CC=CC=C12)N1C(N(C2=NC(=NC=C2C1)SC)C)=O)C